COC1=C(C=CC=C1)C1=NSC(=N1)C1=CC2=C(N(N=N2)C(C)C)C=C1 5-[3-(2-methoxyphenyl)-1,2,4-thiadiazol-5-yl]-1-(propan-2-yl)-1H-1,2,3-benzotriazole